N(=[N+]=[N-])C(C)(C)C1=CN=C(C2=CN=C(C=C12)Cl)OC1CN(C1)C(=O)C1CC1 (3-((4-(2-Azidopropan-2-yl)-6-chloro-2,7-naphthyridin-1-yl)oxy)azetidin-1-yl)(cyclopropyl)methanone